Cl.C1=C(C=CC2=CC=CC=C12)O naphthalen-2-ol hydrochloride